Benzyl Acetoacetate C(CC(=O)C)(=O)OCC1=CC=CC=C1